C(C=C)N1N(C2=NC(=NC=C2C1=O)NC1=CC(=C(C=C1)N1CCC(CC1)N(C)C)OC)C1=CC=CC(=N1)S(=O)(=O)N 6-(2-allyl-6-((4-(4-(dimethylamino)piperidin-1-yl)-3-methoxyphenyl)amino)-3-oxo-2,3-dihydro-1H-pyrazolo[3,4-d]pyrimidin-1-yl)pyridine-2-sulfonamide